ClCC1CCC(CC1)C1=NC=CC=C1 2-(4-(Chloromethyl)cyclohexyl)pyridine